2-bromo-N-((8-(chloromethyl)-6-cyclopropylimidazo[1,2-a]pyridin-2-yl)methyl)pyridin-4-amine BrC1=NC=CC(=C1)NCC=1N=C2N(C=C(C=C2CCl)C2CC2)C1